CNC(=O)C1=NNC2=C1N=CN=C2NCC2=CC=C(C=C2)P(O)(O)=O 4-([[3-(methylcarbamoyl)-1H-pyrazolo[4,3-d]pyrimidin-7-yl]amino]methyl)-phenylphosphonic acid